methyl 3-((4-(pyrimidin-2-yl)phenyl)amino)benzoate N1=C(N=CC=C1)C1=CC=C(C=C1)NC=1C=C(C(=O)OC)C=CC1